FC1=C(C(=CC(=C1)C1CN(CCC1)CCC(C)C)O)N1CC(NS1(=O)=O)=O 5-[2-fluoro-6-hydroxy-4-(1-isopentyl-3-piperidinyl)phenyl]-1,1-dioxo-1,2,5-thiadiazolidin-3-one